Tert-butyl ((1S)-2-((4-(2-((tert-butyldiphenylsilyl)oxy)-1-hydroxyethyl)pyridin-2-yl)amino)-1-((1r,4S)-4-methylcyclohexyl)-2-oxoethyl)carbamate [Si](C1=CC=CC=C1)(C1=CC=CC=C1)(C(C)(C)C)OCC(O)C1=CC(=NC=C1)NC([C@H](C1CCC(CC1)C)NC(OC(C)(C)C)=O)=O